tert-butyl (3-bromo-5-((3-bromo-5-(trifluoromethyl)phenyl)sulfonyl)benzoyl)glycinate BrC=1C=C(C(=O)NCC(=O)OC(C)(C)C)C=C(C1)S(=O)(=O)C1=CC(=CC(=C1)C(F)(F)F)Br